2-chloro-4-((5-hydroxyadamantan-2-yl)amino)pyrimidine-5-carboxylic acid ethyl ester C(C)OC(=O)C=1C(=NC(=NC1)Cl)NC1C2CC3CC(CC1C3)(C2)O